3,3,4,4,5,5,6,6-octafluorooctane-1,8-diol FC(CCO)(C(C(C(CCO)(F)F)(F)F)(F)F)F